N-[3-([[4-(3-fluorophenyl)cyclohexyl]oxy]methyl)-1-(pyridin-2-yl)piperidin-4-yl]methanesulfonamide FC=1C=C(C=CC1)C1CCC(CC1)OCC1CN(CCC1NS(=O)(=O)C)C1=NC=CC=C1